benzyl 4-piperidylcarbamate N1CCC(CC1)NC(OCC1=CC=CC=C1)=O